CN1C(C2=C(C=C1)C(=CN2)S(=O)(=O)Cl)=O 6-methyl-7-oxo-1H-pyrrolo[2,3-c]pyridine-3-sulfonyl chloride